4-((4-(2-((6-chloropyridin-2-yl)oxy)ethoxy)-5-((3-methoxyazetidin-1-yl)methyl)pyridin-2-yl)ethynyl)-N1-methyl-2,7-naphthyridine-1,6-diamine ClC1=CC=CC(=N1)OCCOC1=CC(=NC=C1CN1CC(C1)OC)C#CC1=CN=C(C2=CN=C(C=C12)N)NC